NC1=NNC(=N1)S amino-5-mercapto-1,2,4-triazole